CN(C)CC(CC)(O[Na])C dimethylamino-2-methyl-2-butoxysodium